arachidyl-cholanic acid C(CCCCCCCCCCCCCCCCCCC)C(C(=O)O)C[C@@H](C)[C@H]1CC[C@H]2[C@@H]3CCC4CCCC[C@]4(C)[C@H]3CC[C@]12C